2-(3-acetyl-5-(2-cyclopropylacetamido)-1H-indazol-1-yl)-N-(2-((3-chloro-2-fluorophenylmethyl)amino)-2-oxoethyl)-N-cyclopropylacetamide C(C)(=O)C1=NN(C2=CC=C(C=C12)NC(CC1CC1)=O)CC(=O)N(C1CC1)CC(=O)NCC1=C(C(=CC=C1)Cl)F